methyl 3-(4-[3-[(2S)-2-[(tert-butoxycarbonyl)amino]-4-carbamoylbutoxy] propyl]phenyl)propanoate C(C)(C)(C)OC(=O)N[C@H](COCCCC1=CC=C(C=C1)CCC(=O)OC)CCC(N)=O